1-(2,2-difluoroethyl)-3-(difluoromethyl)-N-[4-[[2-(trifluoromethyl)imidazo[1,2-a]pyridin-5-yl]amino]cyclohexyl]pyrazole-4-carboxamide FC(CN1N=C(C(=C1)C(=O)NC1CCC(CC1)NC1=CC=CC=2N1C=C(N2)C(F)(F)F)C(F)F)F